C(C)(C)(C)OC(=O)N1[C@@H](C[C@H](CC1)N1N=CC=2C(=NC=3C(=C(C(=CC3C21)Cl)C2=NC=CC1=CC=CC(=C21)C#N)F)Cl)CCO[Si](C)(C)C(C)(C)C (2S,4S)-2-(2-((tert-Butyldimethylsilyl)oxy)ethyl)-4-(4,8-dichloro-7-(8-cyanoisoquinolin-1-yl)-6-fluoro-1H-pyrazolo[4,3-c]quinolin-1-yl)piperidine-1-carboxylic acid tert-butyl ester